(3,5-dimethylphenyl)phenylselenide CC=1C=C(C=C(C1)C)[Se]C1=CC=CC=C1